O-((4-hydroxybicyclo(2.2.1)hept-1-yl) methyl) S-methyldithiocarbonate C[SH-]C(OCC12CCC(CC1)(C2)O)=S